3-(((5-(difluoromethoxy)-3-(cyclopropyl)-1-methyl-1H-pyrazol-4-yl)methyl)thio)-5,5-dimethyl-4,5-dihydroisoxazole FC(OC1=C(C(=NN1C)C1CC1)CSC1=NOC(C1)(C)C)F